3-[8-(4-piperidyl)-2,3-dihydro-1,4-benzothiazin-4-yl]piperidine-2,6-dione N1CCC(CC1)C1=CC=CC=2N(CCSC21)C2C(NC(CC2)=O)=O